3-fluoro-2-hydroxy-5-(4-(6-(pyrrolidin-1-yl)pyridin-3-yl)piperidine-1-carbonyl)benzaldehyde FC=1C(=C(C=O)C=C(C1)C(=O)N1CCC(CC1)C=1C=NC(=CC1)N1CCCC1)O